C(#N)C=1C=C(C=CC1)C=1N(C(=C(N1)C)C(=O)NC(C)C)OC 2-(3-cyanophenyl)-N-isopropyl-1-methoxy-4-methyl-1H-imidazole-5-carboxamide